pyrimidin-5(6H)-one N1=CN=CC(C1)=O